4-Amino-6-((3-chloro-5-fluorophenyl)amino)-N-(2,3-dihydro-1H-inden-2-yl)-picolinamide NC1=CC(=NC(=C1)NC1=CC(=CC(=C1)F)Cl)C(=O)NC1CC2=CC=CC=C2C1